1,2,2-trifluorovinyl-triphenyl-silicon FC(=C(F)F)[Si](C1=CC=CC=C1)(C1=CC=CC=C1)C1=CC=CC=C1